4-((R)-2-(((2R,3R,4S,5R)-5-(6-amino-2-chloro-9H-purin-9-yl)-4-fluoro-3-hydroxytetrahydro-furan-2-yl)methoxy)-2-carboxy-2-(thiazol-4-yl)ethyl)benzoic acid NC1=C2N=CN(C2=NC(=N1)Cl)[C@H]1[C@H]([C@@H]([C@H](O1)CO[C@](CC1=CC=C(C(=O)O)C=C1)(C=1N=CSC1)C(=O)O)O)F